CC=1C=CC(=NC1)CN 1-(5-methylpyridin-2-yl)methylamine